ClC1=CC=C2C(=NC=NC2=C1)N1CC(CCC1)(CCCC1=CC=CC=C1)CO (1-(7-Chloroquinazolin-4-yl)-3-(3-phenylpropyl)piperidin-3-yl)methanol